benzyl 4-(1-(tert-butoxycarbonyl)-1,2,3,6-tetrahydropyridin-4-yl)-3-oxopiperazine-1-carboxylate C(C)(C)(C)OC(=O)N1CCC(=CC1)N1C(CN(CC1)C(=O)OCC1=CC=CC=C1)=O